Methyl (S)-4-(1-(1-((4-(bromomethyl)cyclohexyl)methyl)-6-(trifluoromethyl)-2,3-dihydro-1H-imidazo[1,2-b]pyrazole-7-carboxamido)ethyl)benzoate BrCC1CCC(CC1)CN1CCN2N=C(C(=C21)C(=O)N[C@@H](C)C2=CC=C(C(=O)OC)C=C2)C(F)(F)F